N-[4-(1,3-benzodioxol-5-yloxy)-3-sulfamoylphenyl]-2-(2-chlorophenyl)acetamide O1COC2=C1C=CC(=C2)OC2=C(C=C(C=C2)NC(CC2=C(C=CC=C2)Cl)=O)S(N)(=O)=O